3a,6a-dimethylhexahydropyrrolo[3,4-c]pyrrol CC12C(CNC1)(CNC2)C